COC1=C(C(=NC=C1C)CS(=O)Cl)C (4-methoxy-3,5-dimethylpyridine-2-yl)methanesulfinyl chloride